N(=[N+]=[N-])C(=C)C1=C(C=CC=C1)F (1-azidovinyl)-2-fluorobenzene